C[C@H]1C[C@H](C2=NN(C(=C21)C(F)(F)F)CC(=O)N2[C@@H]([C@@H](CC2)N2CCOCC2)C2=C(C(=CC=C2)OC)C)C 2-[(4S,6R)-4,6-Dimethyl-3-(trifluoromethyl)-5,6-dihydro-4H-cyclopenta[c]pyrazol-2-yl]-1-[(2R,3R)-2-(3-methoxy-2-methyl-phenyl)-3-morpholino-pyrrolidin-1-yl]ethanone